CC1=CC=CC(=N1)NC(=O)[C@H]1N([C@@H]2CC[C@H]1C2)C(CN2C=C(C1=CC(=CC=C21)C=2C=NC(=NC2)C)C(=O)N)=O 1-(2-((1R,3S,4S)-3-((6-methylpyridin-2-yl)carbamoyl)-2-azabicyclo[2.2.1]heptan-2-yl)-2-oxoethyl)-5-(2-methylpyrimidin-5-yl)-1H-indole-3-carboxamide